FC1=C(C=C2C=C(N=CC2=C1NC(OC(C)(C)C)=O)NC1=NN2CC(N(CCC2=C1)C(C)C)=O)C tert-butyl (7-fluoro-3-((6-isopropyl-7-oxo-5,6,7,8-tetrahydro-4H-pyrazolo[1,5-d][1,4]diazepin-2-yl)amino)-6-methylisoquinolin-8-yl)carbamate